COC(=O)C1=CN(C=2N=CN=C(C21)N)C(C)(C)C 4-amino-7-(tert-butyl)-7H-pyrrolo[2,3-d]pyrimidine-5-carboxylic acid methyl ester